ClC=1C(=C(C=C(C1)C1=CC(=C(C=C1)OC)OCC1CC1)F)OCCCC(=O)O 4-(5-chloro-3'-cyclopropylmethoxy-3-fluoro-4'-methoxy-biphenyl-4-yloxy)-butyric acid